methyl 4-amino-1-(3-methylbenzo[d]imidazol-4-yl)-2-oxo-7-(trifluoromethyl)-1,2-dihydroquinoline-3-carboxylate NC1=C(C(N(C2=CC(=CC=C12)C(F)(F)F)C1=CC=CC=2N=CN(C21)C)=O)C(=O)OC